1,4-dipropylpiperidinium triflate [O-]S(=O)(=O)C(F)(F)F.C(CC)[NH+]1CCC(CC1)CCC